N-[1-(1H-indol-3-yl)hexane-2-yl]-6-(4-methyl-3-oxopiperazin-1-yl)-1-benzothiophene-2-carboxamide N1C=C(C2=CC=CC=C12)CC(CCCC)NC(=O)C=1SC2=C(C1)C=CC(=C2)N2CC(N(CC2)C)=O